C(C)OC(NSCNC1=CC=CC=C1)=O N-(Phenylaminomethylthio)carbamic acid ethyl ester